C1=C(C=CC2=CC=C(C=C12)C(=O)Br)C(=O)Br naphthalene-2,7-dicarboxylic acid bromide